2-((7,8-dichloro-2-oxo-1,2,3,4,5,6-hexahydroazepino[4,5-b]indol-10-yl)oxy)acetonitrile ClC1=C(C=C(C=2C3=C(NC12)CCNC(C3)=O)OCC#N)Cl